C1(=CC=CC=C1)/C=C/C=C/C(=O)O (2E,4E)-5-phenylpentane-2,4-dienoic acid